1-[4-(4-Hydroxypiperidin-1-yl)phenyl]-3-[4-[(5-methyl-1,2,4-oxadiazol-3-yl)methoxy]phenyl]prop-2-en-1-one OC1CCN(CC1)C1=CC=C(C=C1)C(C=CC1=CC=C(C=C1)OCC1=NOC(=N1)C)=O